S(=O)(=O)(O)O.NC1=C(C=C(C=C1)N)OC 2,5-diaminoanisole sulfate